C1(CCCCCCC1)NP(C1=CC(=CC=C1)[Si](CCCC)(CCCC)CCCC)C1=CC(=CC=C1)[Si](CCCC)(CCCC)CCCC N-cyclooctyl-1,1-bis(3-(tributylsilyl)phenyl)phosphanamine